N-((2-(trifluoromethyl)pyrimidin-5-yl)methyl)cyclobutanamine FC(C1=NC=C(C=N1)CNC1CCC1)(F)F